ClC1=C2C(=NC=C1C#N)N(N=C2)CC2=CC=C(C=C2)OC 4-chloro-1-(4-methoxybenzyl)-1H-pyrazolo[3,4-b]pyridine-5-carbonitrile